COC1=CC=C(C=C1)CN The molecule is an aralkylamino compound that is benzylamine substituted by a methoxy group at the para position. It is a primary amino compound, an aromatic ether and an aralkylamino compound.